COC1CCC(CC1)N1C(=NC2=C1C=CC=C2)CO (1-(4-methoxycyclohexyl)-1H-benzo[d]imidazol-2-yl)methanol